(S)-methyl 2-((tert-butoxycarbonyl) amino)-4-fluorobutyrate C(C)(C)(C)OC(=O)N[C@H](C(=O)OC)CCF